C(C)(C)(C)OC(=O)N1CCC2(C(N(C(N2)=O)C2=CC(=C(C=C2)C(F)(F)F)Cl)=O)CC1 3-[3-chloro-4-(trifluoromethyl)phenyl]-2,4-dioxo-1,3,8-triazaspiro[4.5]decane-8-carboxylic acid tert-butyl ester